NC1=CC=C(C=N1)C=1C=C(C=CC1OC)C1=C(C=C(C=C1)NC(=O)C=1C(N(C=CC1OCC)C1=CC=C(C=C1)F)=O)F N-(3'-(6-aminopyridin-3-yl)-2-fluoro-4'-methoxy-[1,1'-biphenyl]-4-yl)-4-ethoxy-1-(4-fluorophenyl)-2-oxo-1,2-dihydropyridine-3-carboxamide